C(C1CO1)OCC1CO1 (+)-glycidylether